1-ethyl-3-methylpyrazol C(C)N1N=C(C=C1)C